3-[1-oxo-5-(piperazin-1-yl)-2,3-dihydro-1H-isoindol-2-yl]piperidine-2,6-dione O=C1N(CC2=CC(=CC=C12)N1CCNCC1)C1C(NC(CC1)=O)=O